(1-(3-methoxy-4-nitrophenyl)piperidin-4-yl)-4-methylpiperazine COC=1C=C(C=CC1[N+](=O)[O-])N1CCC(CC1)N1CCN(CC1)C